2-(3-(4-((1R,5S)-3,8-diazabicyclo[3.2.1]octan-3-yl)-8-fluoro-2-((tetrahydro-1H-pyrrolizin-7a(5H)-yl)methoxy)quinazolin-7-yl)-1H-indol-4-yl)acetonitrile [C@H]12CN(C[C@H](CC1)N2)C2=NC(=NC1=C(C(=CC=C21)C2=CNC1=CC=CC(=C21)CC#N)F)OCC21CCCN1CCC2